(2-(Benzyloxy)-4,6-dihydroxy-3-methylphenyl)(4-((tetrahydrofuran-3-yl)oxy)isoindolin-2-yl)methanone C(C1=CC=CC=C1)OC1=C(C(=CC(=C1C)O)O)C(=O)N1CC2=CC=CC(=C2C1)OC1COCC1